ethyl (2-{2-chloro-5-[4-(1,1-difluoroethyl)-3-methyl-2,6-dioxo-3,6-dihydropyrimidin-1(2H)-yl]-4-fluorophenoxy}phenoxy)acetate ClC1=C(OC2=C(OCC(=O)OCC)C=CC=C2)C=C(C(=C1)F)N1C(N(C(=CC1=O)C(C)(F)F)C)=O